m-aminobenzene borate B(O)(O)O.NC=1C=CC=CC1